OC1=CC=C(C=C1)C1=CC(=C2C=NNC2=C1)OC1CC(C1)C(C(=O)N)=CCN1CCCC1 (3-((6-(4-hydroxyphenyl)-1H-indazol-4-yl)oxy)cyclobutyl)-4-(pyrrolidin-1-yl)but-2-enamide